1-Tert-butyl N-[4-[1-[4-[3-[(4-methoxyphenyl)methyl]-2,4-dioxo-hexahydropyrimidin-1-yl]phenyl]-4-piperidyl]butyl]carbamate COC1=CC=C(C=C1)CN1C(N(CCC1=O)C1=CC=C(C=C1)N1CCC(CC1)CCCCNC(OC(C)(C)C)=O)=O